4-(1-(7-fluoro-1-methyl-1H-[1,2,3]triazolo[4,5-h][1,6]naphthyridin-5-yl)-1,2,3,4-tetrahydroquinolin-5-yl)-2,2-dimethylbut-3-ynenitrile FC=1C=NC=2C3=C(N=C(C2C1)N1CCCC2=C(C=CC=C12)C#CC(C#N)(C)C)N=NN3C